FC=1C=NC=CC1C1=C(N=C(N=N1)NC=1C=NC=CC1)C=1C=NC=CC1 6-(3-Fluoropyridin-4-yl)-N,5-bis(pyridin-3-yl)-1,2,4-triazin-3-amine